C1=CC=C(C=C1)C(C2=CC=CC=C2)C(=O)NC3=CC=C(C=C3)/C=C/C(=O)C4=CC=CC=C4 The molecule is a a monocarboxylic acid amide that is 2,2-diphenylacetamide in which one of the hydrogens attached to the nitrogen atom is replaced by a 4-[(1E)-3-oxo-3-phenylprop-1-en-1-yl]phenyl group. It is an enone, a monocarboxylic acid amide and an aromatic ketone.